OC1=C(C(=O)NC(C(=O)O)CCCCCC)C=CC=C1 (2-hydroxybenzamido)caprylic acid